FC1=C(C=C(C=C1)C1=NNC(=C1C(C)C)C=1C=C(C=2N(C1)N=CN2)C)[C@H](C)N(CCC)CCC (S)-N-(1-(2-fluoro-5-(4-isopropyl-5-(8-methyl-[1,2,4]triazolo[1,5-a]pyridin-6-yl)-1H-pyrazol-3-yl)phenyl)ethyl)-N-propylpropan-1-amine